OC1=C(C(=O)N/N=C/C2=C(N(C3=CC=CC=C23)CCOC2=CC=C(C=C2)OC)C)C=CC=C1 (E)-2-hydroxy-N'-((1-(2-(4-methoxyphenoxy)ethyl)-2-methyl-1H-indol-3-yl)methylene)benzoyl-hydrazine